C[C@H]1CN2C(C=3N1C(=NC3)C(C)=O)=CC(=N2)C23CCC(C2)(C3)COC3OCCCC3 1-((5S)-5-Methyl-9-(4-(((tetrahydro-2H-pyran-2-yl)oxy)methyl)bicyclo[2.1.1]hexan-1-yl)-5,6-dihydroimidazo[1,5-a]pyrazolo[5,1-c]pyrazin-3-yl)ethan-1-one